N-(2-((2-hydroxy-[1,1'-biphenyl]-3-yl)methyl)pyrrolidin-3-yl)ethanesulfonamide hydrochloride Cl.OC1=C(C=CC=C1CC1NCCC1NS(=O)(=O)CC)C1=CC=CC=C1